CC1(CC1)NC=O N-(1-methylcyclopropyl)formamide